thieno[2,3-c]pyridazin N1=NC=CC2=C1SC=C2